N-(1-(7-BROMO-6-FLUOROQUINAZOLIN-4-YL)PIPERIDIN-3-YL)METHANESULFONAMIDE BrC1=C(C=C2C(=NC=NC2=C1)N1CC(CCC1)NS(=O)(=O)C)F